C(C)(C)N1CCN(CC1)CCCNC(=O)C=1C=NC2=CC=C(N=C2C1)C=1C(=NNC1)C1=NC(=CC=C1)C N-[3-(4-isopropylpiperazin-1-yl)propyl]-6-[3-(6-methyl-2-pyridyl)-1H-pyrazol-4-yl]-1,5-naphthyridine-3-carboxamide